C(CCCCCCCCCCCCCCCCCCCCCCCCCCCCCCC)(O)O dotriacontanediol